FC=1C(=C(N)C(=CC1)C(C)C)C(C)C 3-fluoro-2,6-diisopropylaniline